ClC=1C=C(C(=NC1)C1=NC(=CC=2N=C(N(C(C21)=O)C)C)N2C[C@H](OCC2)C=2C=NN(C2)C)F (R)-5-(5-chloro-3-fluoropyridin-2-yl)-2,3-dimethyl-7-(2-(1-methyl-1H-pyrazol-4-yl)morpholino)pyrido[4,3-d]pyrimidin-4(3H)-one